CNCC1COC1 N-methyl-1-(oxetan-3-yl)methanamine